NC1=CC(=C(OC=2C=C3C4(C(NC3=CC2)=O)CCC4)C(=C1)C)C 5'-(4-amino-2,6-dimethylphenoxy)spiro[cyclobutane-1,3'-indolin]-2'-one